(R)-tert-butyl 3-(1,1-difluoro-4-(((methylsulfonyl)oxy)methyl)pent-4-en-1-yl)-6-methyl-6,7-dihydro-2H-pyrazolo[4,3-c]pyridine-5(4H)-carboxylate FC(CCC(=C)COS(=O)(=O)C)(F)C=1NN=C2C1CN([C@@H](C2)C)C(=O)OC(C)(C)C